CC1=NC(=NN1C1=CC=C(C=C1)C(C)(C)C1=CC=C(C=C1)C1=CC=C(C=C1)CN1CCOCC1)C(=O)N 5-methyl-1-(4-(2-(4'-(morpholinomethyl)-[1,1'-biphenyl]-4-yl)propan-2-yl)phenyl)-1H-1,2,4-triazole-3-carboxamide